NC1=C(C=C(C=C1)Br)NC[C@@H](CCCOC1=C(C=NN1C)C=1C=C(C(=O)OC)C=C(N1)C)C methyl (R)-2-(5-((5-((2-amino-5-bromophenyl) amino)-4-methylpentyl) oxy)-1-methyl-1H-pyrazol-4-yl)-6-methylisonicotinate